ClC1=C(C=C(C=C1OC)OC)C1=CC=2C(=NC(=NC2)NC)N2C1=NC(=N2)CN2CCN(CC2)C(C=C)=O 1-(4-((4-(2-chloro-3,5-dimethoxy-phenyl)-8-(methylamino)-[1,2,4]tri-azolo[1',5':1,6]pyrido[2,3-d]pyrimidin-2-yl)methyl)piperazin-1-yl)prop-2-en-1-one